4,4-dicyano-3-(4-methylphenyl)-5-phenyl-pyrrolidine-2-carboxylic acid methyl ester COC(=O)C1NC(C(C1C1=CC=C(C=C1)C)(C#N)C#N)C1=CC=CC=C1